N,N-diethylaminoethanolamine C(C)NN(CCO)NCC